CC1=NC=CC=C1C1=C2CCNC(C2=CC=C1)=O 5-(2-methylpyridin-3-yl)-3,4-dihydroisoquinolin-1(2H)-one